O1C=NC2=C1C=CC=C2C=2OC1=C(C=C(C=C1C(C2C)=O)C)[C@@H](C)NC=2C(=NC(=CC2)Cl)C(=O)NS(=O)(=O)C 3-[[(1R)-1-[2-(1,3-Benzoxazol-4-yl)-3,6-dimethyl-4-oxo-chromen-8-yl]ethyl]amino]-6-chloro-N-methylsulfonyl-pyridine-2-carboxamide